(4S)-2-((S)-2-(2-hydroxyphenyl)-4,5-dihydrothiazol-4-yl)-3-methylthiazolidine-4-carboxylic acid OC1=C(C=CC=C1)C=1SC[C@H](N1)C1SC[C@@H](N1C)C(=O)O